C(C)(C)(C)OC(=O)N1[C@@H](CCCCC1)C(=O)O (S)-1-(tert-butoxycarbonyl)azepane-2-carboxylic acid